N-[(5-chloro-4-fluoro-2-methoxyphenyl)-[4-methyl-5-(methylsulfonimidoyl)-1H-imidazol-2-yl]methyl]-5-fluoro-6-methylpyridin-2-amine ClC=1C(=CC(=C(C1)C(NC1=NC(=C(C=C1)F)C)C=1NC(=C(N1)C)S(=O)(=N)C)OC)F